1-(1-cyclopropyl-1H-pyrazol-4-yl)-5-(difluoromethyl)-6-(4-(3-methyloxetan-3-yl)piperazin-1-yl)-1H-indazole C1(CC1)N1N=CC(=C1)N1N=CC2=CC(=C(C=C12)N1CCN(CC1)C1(COC1)C)C(F)F